1-Benzyl 3-methyl 4-(3-(4,4,5,5-tetramethyl-1,3,2-dioxaborolan-2-yl)propyl)pyrrolidine-1,3-dicarboxylate CC1(OB(OC1(C)C)CCCC1C(CN(C1)C(=O)OCC1=CC=CC=C1)C(=O)OC)C